zinc gondoate C(CCCCCCCCC\C=C/CCCCCCCC)(=O)[O-].[Zn+2].C(CCCCCCCCC\C=C/CCCCCCCC)(=O)[O-]